(S)-tert-butyl 4-(1-fluoro-2-(6-morpholino-1-oxo-5-(pyrazolo[1,5-a]pyrimidine-3-carboxamido)isoindolin-2-yl)ethyl)piperidine-1-carboxylate F[C@H](CN1C(C2=CC(=C(C=C2C1)NC(=O)C=1C=NN2C1N=CC=C2)N2CCOCC2)=O)C2CCN(CC2)C(=O)OC(C)(C)C